3-chloro-7-nitro-1,2-benzisoxazole ClC1=NOC2=C1C=CC=C2[N+](=O)[O-]